C(C)(C)(C)OC(=O)N1[C@H](C[C@@H](CC1)OC1=CC(=C2C(=N1)C(=CS2)C(NC)=O)C(F)(F)F)C |r| (+/-)-trans-2-methyl-4-((3-(methylcarbamoyl)-7-(trifluoromethyl)thieno[3,2-b]pyridin-5-yl)oxy)piperidine-1-carboxylic acid tert-butyl ester